(S)-2-(7-chloro-2-(tetrahydro-2H-pyran-4-yl)-1,2,3,4-Tetrahydroisoquinolin-5-yl)pyrrolidine-1-carboxylate ClC1=CC(=C2CCN(CC2=C1)C1CCOCC1)[C@H]1N(CCC1)C(=O)[O-]